oxaane O1CCCCC1